N-((S)-(7-((S*)-2,2-Difluoro-1-(4,4,4-trifluorobutanamido)ethyl)imidazo[1,2-b]pyridazin-2-yl)(4,4-difluorocyclohexyl)methyl)-4-methyl-1,2,5-oxadiazole-3-carboxamide FC([C@@H](NC(CCC(F)(F)F)=O)C1=CC=2N(N=C1)C=C(N2)[C@@H](NC(=O)C2=NON=C2C)C2CCC(CC2)(F)F)F |o1:2|